(2S)-N-(1-(2-Chlorophenyl)-2-((3,3-difluorocyclobutyl)amino)-2-oxoethyl)-1-(4-cyanopyrimidin-2-yl)-N-(3-cyclopropoxyphenyl)-5-oxopyrrolidine-2-carboxamide ClC1=C(C=CC=C1)C(C(=O)NC1CC(C1)(F)F)N(C(=O)[C@H]1N(C(CC1)=O)C1=NC=CC(=N1)C#N)C1=CC(=CC=C1)OC1CC1